7-(tert-Butoxycarbonylamino)-3-(1-tert-butoxycarbonylazol-4-yl)indole-1-carboxylic acid tert-butyl ester C(C)(C)(C)OC(=O)N1C=C(C2=CC=CC(=C12)NC(=O)OC(C)(C)C)C=1C=CN(C1)C(=O)OC(C)(C)C